(2S)-4-(5-amino-6-((1-(methoxycarbonyl)-1,2,3,4-tetrahydronaphthalen-1-yl)methyl)pyrimidin-4-yl)-2-(cyanomethyl)piperazine-1-carboxylic acid tert-butyl ester C(C)(C)(C)OC(=O)N1[C@H](CN(CC1)C1=NC=NC(=C1N)CC1(CCCC2=CC=CC=C12)C(=O)OC)CC#N